(rac)-6-(2,2-difluoroethoxy)-1-methyl-4-[4-(5-methyl-1,3-benzooxazol-2-yl)piperidin-1-yl]-2-oxo-7-[oxolan-3-yloxy]-1,2-dihydroquinoline-3-carbonitrile FC(COC=1C=C2C(=C(C(N(C2=CC1O[C@H]1COCC1)C)=O)C#N)N1CCC(CC1)C=1OC2=C(N1)C=C(C=C2)C)F |r|